[N+](=O)([O-])C=1C=C(C=CC1)C1=NC=CC=C1 2-(3-nitrophenyl)pyridin